N-(6-amino-5-methyl-3-pyridyl)-2-oxo-2-[(2R)-2-phenyl-1-piperidyl]acetamide NC1=C(C=C(C=N1)NC(C(N1[C@H](CCCC1)C1=CC=CC=C1)=O)=O)C